C(C)C1=CC=C(C=C1)C(CSC1=NN=C(N1)C1=CC=NC=C1)=O 1-(4-ethylphenyl)-2-((5-(pyridin-4-yl)-4H-1,2,4-triazol-3-yl)thio)ethan-1-one